(cis)-2-methyl-6-[2-(trifluoromethyl)-5-[4-(trifluoromethyl)cyclohexyl]-4-pyridyl]-1H-pyridin-4-one CC=1NC(=CC(C1)=O)C1=CC(=NC=C1[C@@H]1CC[C@@H](CC1)C(F)(F)F)C(F)(F)F